N[C@H]1[C@@H]2N(C[C@H]1CC2)C(=O)C2=CC1=C(N(C(=N1)C=1N(C3=CC(=CC=C3C1)C=1C=CC(=C(C(=O)O)C1)F)CC1CC1)C)C(=C2)OC 5-(2-{5-[(1R,4R,7R)-7-amino-2-azabicyclo[2.2.1]heptane-2-carbonyl]-7-methoxy-1-methyl-1H-1,3-benzodiazol-2-yl}-1-(cyclopropylmethyl)-1H-indol-6-yl)-2-fluorobenzoic acid